2-methoxy-N-(2-methoxyethyl)ethylamine COCCNCCOC